5-bromo-N2-(3-chloro-1-methyl-1H-pyrazol-4-yl)pyrimidine-2,4-diamine BrC=1C(=NC(=NC1)NC=1C(=NN(C1)C)Cl)N